C(CCCCCCCCCCCCCCC)OC(C(=CC1=CC=C(C=C1)C)C#N)=O hexadecyl-2-cyano-3-(4-methylphenyl)acrylate